(S)-5-(aminoethyl)pyrrolidin-2-one hydrochloride Cl.NCC[C@@H]1CCC(N1)=O